FC(N1N=CC(=C1)C=1C=CC=2N(C1)N=CC2C#N)(F)F 6-(1-(trifluoromethyl)-1H-pyrazol-4-yl)pyrazolo[1,5-a]pyridine-3-carbonitrile